ClC1=NC=2N(C(=C1C=1C=C3C=CC=NC3=CC1)OC)N=C(C2C2=CCCCC2)C2=CC=CC=C2 6-(5-chloro-3-(cyclohex-1-en-1-yl)-7-methoxy-2-phenylpyrazolo[1,5-a]pyrimidin-6-yl)quinoline